(2R)-2-amino-3,3,3-trifluoropropan-1-ol hydrochloride Cl.N[C@H](CO)C(F)(F)F